(1S,3S,5S)-N-((R)-1-(3-aminopropanoyl)pyrrolidin-3-yl)-5-methyl-2-((4-phenoxybutanoyl)glycyl)-2-azabicyclo[3.1.0]hexane-3-carboxamide NCCC(=O)N1C[C@@H](CC1)NC(=O)[C@H]1N([C@H]2C[C@]2(C1)C)C(CNC(CCCOC1=CC=CC=C1)=O)=O